FC1(CC(C1)(CC1=NN=CN1C)C=1C=C(C=CC1)N1C(C2=CC(=CC(=C2C1)C(F)F)CO)=O)F 2-(3-(3,3-difluoro-1-((4-methyl-4H-1,2,4-triazol-3-yl)methyl)cyclobutyl)phenyl)-4-(difluoromethyl)-6-(hydroxymethyl)isoindolin-1-one